OCC(C)(C)C1=NOC(=C1)NC(=O)N1N(CCC1)C1=NC=C(C=C1)C(F)(F)F N-(3-(1-hydroxy-2-methylpropan-2-yl)isoxazol-5-yl)-2-(5-(trifluoromethyl)pyridin-2-yl)pyrazolidine-1-carboxamide